2-(4,5-Dichloro-6-oxopyridazin-1(6H)-yl)-N-(4-methyl-3-(N-(2-morpholino-2-oxoethyl)sulfamoyl)phenyl)acetamide ClC=1C=NN(C(C1Cl)=O)CC(=O)NC1=CC(=C(C=C1)C)S(NCC(=O)N1CCOCC1)(=O)=O